NC=1SC(=C(N1)C)C(=O)N1CCC(CC1)OC=1C=CC=C2C(=NN(C12)C)C1C(NC(CC1)=O)=O 3-(7-((1-(2-amino-4-methylthiazole-5-carbonyl)piperidin-4-yl)oxy)-1-methyl-1H-indazol-3-yl)piperidine-2,6-dione